C(#N)[C@H](CC12CCC(CC1)(CC2)C=2C=CC1=C(N(C(O1)=O)C)C2)NC(=O)[C@H]2OCCCNC2 (S)-N-((S)-1-cyano-2-(4-(3-methyl-2-oxo-2,3-dihydrobenzo[d]oxazol-5-yl)bicyclo[2.2.2]octan-1-yl)ethyl)-1,4-oxazepane-2-carboxamide